(3S,4S)-3-amino-4-fluoro-piperidine-1-carboxylic acid phenylmethyl ester C1(=CC=CC=C1)COC(=O)N1C[C@@H]([C@H](CC1)F)N